C(C)(C)(C)N1C=2C(N=CC1)CC=CC2[N+](=O)[O-] tert-butyl-8-nitro-1,2,4a,5-tetrahydrobenzo[b]pyrazine